heliobutanal [HeH]C(C=O)CC